tert-butyl 4-(6-bromo-2H-indazol-2-yl)-[1,4'-bipiperidine]-1'-carboxylate BrC=1C=CC2=CN(N=C2C1)C1CCN(CC1)C1CCN(CC1)C(=O)OC(C)(C)C